4-(dimethylamino)benzenesulfonic acid CN(C1=CC=C(C=C1)S(=O)(=O)O)C